4-(6-chloro-8-fluoro-2-(((S)-1-methylpyrrolidin-2-yl)-methoxy)-4-(1,4-oxazepan-4-yl)quinazolin-7-yl)-7-fluorobenzo[d]thiazol-2-amine ClC=1C=C2C(=NC(=NC2=C(C1C1=CC=C(C2=C1N=C(S2)N)F)F)OC[C@H]2N(CCC2)C)N2CCOCCC2